C(C)(C)(C)C1=CC=2C(=NC=CN2)O1 6-tert-butylfuro[2,3-b]pyrazin